C(C)N1CCN(CC1)C1=NC2=CC=CC=C2C2=C1SC=1C=CC(=CC1C2=O)F 6-(4-Ethylhexahydropyrazin-1-yl)-10-fluoro-12H-thiochromeno[2,3-c]quinolin-12-one